N-[2-(phenylmethyl)phenyl]-2-chloroacetamide C1(=CC=CC=C1)CC1=C(C=CC=C1)NC(CCl)=O